ClC1=NC=C2C(=N1)N(N=C2)C2CCC(CC2)(F)F 6-chloro-1-(difluorocyclohexyl)pyrazolo[3,4-d]pyrimidine